ClC1=NC(=NC=C1F)C=1N=C2N(C=CN=C2CC2=C(C=CC=C2)F)C1 (4-chloro-5-fluoropyrimidin-2-yl)-8-(2-fluorobenzyl)imidazo[1,2-a]pyrazine